di(benzylideneacetone) dipalladium [Pd].[Pd].C(C1=CC=CC=C1)=CC(C)=O.C(C1=CC=CC=C1)=CC(C)=O